BrC1=CC=C(C=C1)C1CCN(CC1)C(=O)C1OCCCC1 (4-(4-bromophenyl)piperidin-1-yl)(tetrahydro-2H-pyran-2-yl)methanone